((2-((4,5-dimethylthiazol-2-yl) carbamoyl) phenyl) amino)-22-oxo-4,7,10,13,16,19-hexaoxa-behenate CC=1N=C(SC1C)NC(=O)C1=C(C=CC=C1)NC(C(=O)[O-])COCCOCCOCCOCCOCCOCCC=O